OCCC1=CC=C(C=C1)CC(C(=O)O)(CC)C.C(C)(C)(C)OOC1CCCCCCCCCCC1 1-(t-butylperoxy)cyclododecane (4-hydroxyethyl-phenyl)-2-ethyl-methylpropionate